methyl 1-(7-cyano-5-isopropylbenzo[b]thiophen-2-yl-3-d)-1H-pyrazole-4-carboxylate C(#N)C1=CC(=CC2=C1SC(=C2[2H])N2N=CC(=C2)C(=O)OC)C(C)C